1-methyl-1H-pyrrole-2-carbaldehyde CN1C(=CC=C1)C=O